Tripropyl-benzylammonium hydroxide [OH-].C(CC)[N+](CC1=CC=CC=C1)(CCC)CCC